CSC1=CC=C(C=C1)C=1NC(C2=C(N1)C(=NN2C)CCC)=O 5-(4-methylthiophenyl)-1-methyl-3-propyl-1,6-dihydro-7H-pyrazolo[4,3-d]pyrimidin-7-one